FC1=CC=C(CN2N=C(C(=C2)C2=NC(=NC=C2)NC2=CC=C(C=C2)N2CCN(CC2)C(=O)OC(C)(C)C)C=2C=NC=CC2)C=C1 tert-Butyl 4-(4-((4-(1-(4-fluorobenzyl)-3-(pyridin-3-yl)-1H-pyrazol-4-yl)pyrimidin-2-yl)amino)phenyl)piperazine-1-carboxylate